FC=1C=C(C=CC1N1CCOCC1)NC1=NC=C(C(=N1)NC1=C(C(=O)NOC)C=CC=C1)C(F)(F)F 2-((2-((3-fluoro-4-morpholinophenyl)amino)-5-(trifluoromethyl)pyrimidin-4-yl)amino)-N-methoxybenzamide